O=C1NCCC(C1C(=O)NC1=C(C=CC=C1)C(F)(F)F)C1=CC(=C(C=C1)F)F 2-oxo-N-[2-(trifluoromethyl)phenyl]-4-(3,4-difluorophenyl)-3-piperidinecarboxamide